C(C)(C)(C)OC(NC1CC2CCC(C1)N2C(=O)C=2SC(=C(N2)C2=CC(=C(C=C2)C#N)F)C2=CC1=C(C(=NO1)C)C=C2F)=O tert-Butyl(8-(4-(4-cyano-3-fluorophenyl)-5-(5-fluoro-3-methylbenzo[d]isoxazol-6-yl)thiazole-2-Carbonyl)-8-azabicyclo[3.2.1]octan-3-yl)carbamate